C12CCCC=C2CCCC1 bicyclo[4.4.0]deca-5-ene